Cl.FC1=C(C=C(C=C1)NC1C(NC(CC1)=O)=O)N1CCNCC1 3-((4-fluoro-3-(piperazin-1-yl)phenyl)amino)piperidine-2,6-dione hydrochloride